1,1-dioxo-2,3-dihydro-1λ6,5-benzothiazepine-4-One O=S1(CCC(NC2=C1C=CC=C2)=O)=O